(14Z)-17-iodo-14-heptadecenyl acetate C(C)(=O)OCCCCCCCCCCCCC\C=C/CCI